ClC=1C=CC=C2C=CC=C(C12)N1CC=2N=C(N=C(C2CC1)OC)OCCC(F)(F)F 7-(8-chloronaphthalen-1-yl)-4-methoxy-2-(3,3,3-trifluoropropoxy)-5,6,7,8-tetrahydropyrido[3,4-d]pyrimidine